(8'-chloro-4'H-spiro[cyclopropane-1,5'-naphtho[2,1-d]isoxazol]-3'-yl)-2,6-dimethoxybenzenesulfonamide ClC1=CC=C2C3(CC=4C(=NOC4C2=C1)C=1C(=C(C(=CC1)OC)S(=O)(=O)N)OC)CC3